C(#N)C1=CC=C(C=C1)C1=NC2=C(N1C1=CC=C(C=C1)C)C=CC(=C2)C(=O)N(CCNC)C 2-(4-Cyanophenyl)-N-methyl-N-(2-(methylamino)ethyl)-1-(p-tolyl)-1H-benzo[d]imidazole-5-carboxamide